11,11-Difluoro-(Z)-9-dodecenyl acetate C(C)(=O)OCCCCCCCC\C=C/C(C)(F)F